2-(3-cis-(trifluoromethoxy)cyclobutoxy)acetic acid FC(OC1(CCC1)OCC(=O)O)(F)F